ClC=1C=CC(=C(C1)C1=CC=C(C(=C1)Cl)N)N 5,5'-dichloro-2,4'-diaminobiphenyl